1-(4-amino-2-(3,3,3-trifluoro-2-methylpropyl)-1H-imidazo[4,5-c]quinolin-1-yl)-2-methylpropan-2-ol NC1=NC=2C=CC=CC2C2=C1N=C(N2CC(C)(O)C)CC(C(F)(F)F)C